C(C)N(C(C1=C(C=CC(=C1)F)N1C=C(C=2C1=CN=CC2)[C@@H]2CN(CCC2)CC2=CC1=C(NC(N1)=O)C=C2)=O)C(C)C (R)-N-ethyl-5-fluoro-N-isopropyl-2-(3-(1-((2-oxo-2,3-dihydro-1H-benzo[d]imidazol-5-yl)methyl)piperidin-3-yl)-1H-pyrrolo[2,3-c]pyridin-1-yl)benzamide